4-(7-fluorofuro[3,2-c]pyridin-4-yl)-N-[trans-4-(2-hydroxypropan-2-yl)cyclohexyl]benzamide FC=1C2=C(C(=NC1)C1=CC=C(C(=O)N[C@@H]3CC[C@H](CC3)C(C)(C)O)C=C1)C=CO2